CC=1C(=NC=C(C1)C)C1CCN(CC1)C(=O)C=1C=CC(=NC1)C1(C(NC(C1)=O)=O)CC 3-[5-(3,5-dimethyl-3',4',5',6'-tetrahydro-2'H-[2,4']bipyridinyl-1'-carbonyl)pyridin-2-yl]-3-ethylpyrrolidine-2,5-dione